ClC1=CC(=C(C=C1Cl)[C@H](N[S@@](=O)C(C)(C)C)C1CCN(CC1)C(C(=C)C)=O)O (S)-N-[(R)-(4,5-dichloro-2-hydroxyphenyl)[1-(2-methylprop-2-enoyl)piperidin-4-yl]methyl]-2-methylpropane-2-sulfinamide